C(C)(C)(C)OOC(CCC(=O)OCCCC)(C)OOC(C)(C)C n-butyl 4,4-di-(t-butylperoxy)valerate